FC(C1=NN(C=C1C(=O)NC1=C2C(CC(C2=CC=C1)(C)C)C)C)F 3-(difluoromethyl)-N-(2,3-dihydro-1,1,3-trimethyl-1H-inden-4-yl)-1-methyl-1H-pyrazole-4-carboxamide